FC1=C(C=CC(=C1)OS(=O)(=O)C(F)(F)F)C1CCN(CC1)C(C)(C)C1CCN(CC1)C(=O)OC(C)(C)C tert-butyl 4-[1-[4-[2-fluoro-4-(trifluoromethylsulfonyloxy)phenyl]-1-piperidyl]-1-methyl-ethyl]piperidine-1-carboxylate